ClC1=NC(=NC(=N1)NC(C)C)N(C1=CC=CC=C1)C 6-chloro-N2-isopropyl-N4-methyl-N4-phenyl-1,3,5-triazine-2,4-diamine